6-(3-(cyclopentyloxy)phenyl)-2-(pyrimidin-2-yl)-7,8-dihydro-phthalazin-1(2H)-one C1(CCCC1)OC=1C=C(C=CC1)C1=CC=2C=NN(C(C2CC1)=O)C1=NC=CC=N1